(E)-methyl 3-(3-methoxy-5-nitrophenyl)acrylate COC=1C=C(C=C(C1)[N+](=O)[O-])/C=C/C(=O)OC